O1C2=C(OCC1)C=C(C=C2)C=2C=NC(=C(C(=O)NC1=CC(=CC=C1)[S@@](=O)(=N)C)C2C)OC=2C(=NC(=CC2)F)C (R)-5-(2,3-dihydrobenzo[b][1,4]dioxin-6-yl)-2-((6-fluoro-2-methylpyridin-3-yl)oxy)-4-methyl-N-(3-(S-methylsulfonimidoyl)phenyl)nicotinamide